(R)-5-((dimethylamino)methyl)-3-fluoro-N'-((1,2,3,5,6,7-hexahydro-s-indacen-4-yl)carbamoyl)pyridine-2-sulfonimidamide CN(C)CC=1C=C(C(=NC1)[S@@](=O)(N)=NC(NC1=C2CCCC2=CC=2CCCC12)=O)F